SC1=C(OC2=CC(=NC=N2)OC2=C(C=CC=C2)/C(/C(=O)[O-])=C\OC)C=CC=C1 (E)-2-[2-[6-(2-sulfanylphenoxy) pyrimidin-4-yloxy] phenyl]-3-methoxypropenoate